C(C)(C)(C)C=1C=C(CNC2=CC=CC=C2)C=C(C1O)C(C)(C)C (3,5-di-tert-butyl-4-hydroxy-benzyl)aniline